(S)-4-amino-7-fluoro-N-methyl-N-(6-((trimethylsilyl)ethynyl)-2,3-dihydrobenzofuran-3-yl)imidazo[1,5-a]quinoxaline-8-carboxamide NC=1C=2N(C3=CC(=C(C=C3N1)F)C(=O)N([C@@H]1COC3=C1C=CC(=C3)C#C[Si](C)(C)C)C)C=NC2